ClC=1N=CC2=C(C=CC(=C2C1)C(C)C)C#CCO 3-(3-Chloro-5-isopropylisoquinolin-8-yl)prop-2-yn-1-ol